Cl.N1CC(C1)C=1SC=CN1 2-(3-azetidinyl)thiazole hydrochloride